C(C)(C)(C)OC(=O)N1[C@@H]2C([C@H]([C@H]([C@H]1C(=O)OCC1=CC=CC=C1)CC2)O)CC2CC2 (1S,3S,4S,5R)-6-(cyclopropylmethyl)-5-hydroxy-2-azabicyclo[2.2.2]octane-2,3-dicarboxylic acid 3-benzyl ester 2-tert-butyl ester